CC1(N(CCNC1)CC1CCN(CC1)C(=O)OCC1=CC=CC=C1)C benzyl 4-((2,2-dimethylpiperazin-1-yl)methyl)piperidine-1-carboxylate